5-(morpholin-4-yl)-1,2-dihydro-2,7-naphthyridin-1-one N1(CCOCC1)C1=C2C=CNC(C2=CN=C1)=O